CNC1C(CC(CC1)NC)C 1,4-dimethylamino-2-methylcyclohexane